2-[[(2S)-2-(2-phenylethyl)-4-(trifluoromethylsulfonyl)-3,5-dihydro-2H-1,4-benzodiazepin-1-yl]methyl]pyridin-4-amine C1(=CC=CC=C1)CC[C@@H]1N(C2=C(CN(C1)S(=O)(=O)C(F)(F)F)C=CC=C2)CC2=NC=CC(=C2)N